methyl 2-acetyl-1-methyl-5-(1-methyl-3,6-dihydro-2H-pyridin-4-yl)-6-oxo-pyridine-3-carboxylate C(C)(=O)C=1N(C(C(=CC1C(=O)OC)C=1CCN(CC1)C)=O)C